FC(C1=C(COC2=C(C=C(C=C2)/C=C(/C(=O)NCCOC)\C#N)OC)C=CC(=C1)C(F)(F)F)(F)F (E)-3-(4-((2,4-bis(trifluoromethyl)benzyl)oxy)-3-methoxyphenyl)-2-cyano-N-(2-methoxyethyl)acrylamide